(1S,2R)-1-Methyl-2-((S)-8-((1-methyl-5-(trifluoromethyl)-1H-1,2,3-triazol-4-yl)methoxy)-1-((2-oxopyrrolidin-1-yl)methyl)-1,2,3,4-tetrahydroisochinolin-2-carbonyl)cyclohexan C[C@@H]1[C@@H](CCCC1)C(=O)N1[C@@H](C2=C(C=CC=C2CC1)OCC=1N=NN(C1C(F)(F)F)C)CN1C(CCC1)=O